potassium butanylsulfonate C(CCC)S(=O)(=O)[O-].[K+]